C(N)(=O)C=1C=C(C=CC1)C=1C=C(SC1)C(=O)NC1=CC(=CC=C1)NS(=O)(=O)C 4-(3-carbamoylphenyl)-N-(3-(methylsulfonamido)phenyl)thiophene-2-carboxamide